N-{4-[(3s)-3-aminopyrrolidin-1-yl]-1-cyclopropyl-2-methyl-1,3-benzodiazol-5-yl}-2-(2,6-difluorophenyl)-3-oxopyridazine-4-carboxamide N[C@@H]1CN(CC1)C1=C(C=CC=2N(C(=NC21)C)C2CC2)NC(=O)C=2C(N(N=CC2)C2=C(C=CC=C2F)F)=O